ClCCCN1CCCCCC1 1-(3-chloropropyl)hexamethyleneimine